(2,5-dichloro-4-formylphenyl)-2,2-difluoroacetic acid ethyl ester C(C)OC(C(F)(F)C1=C(C=C(C(=C1)Cl)C=O)Cl)=O